2-((S)-2,2-di((9Z,12Z)-octadeca-9,12-dien-1-yl)-1,3-dioxolan-4-yl)-N,N-dimethylethan-1-amine C(CCCCCCC\C=C/C\C=C/CCCCC)C1(OC[C@@H](O1)CCN(C)C)CCCCCCCC\C=C/C\C=C/CCCCC